2-Ethyl-6-[rac-(3S)-3-methyl-2,3,4,5-tetrahydropyridin-6-yl]indazole C(C)N1N=C2C=C(C=CC2=C1)C=1CC[C@@H](CN1)C |r|